IC=1C=NN(C1)C1(CCCCC1)O (4-iodopyrazol-1-yl)cyclohexanol